CC(C)CCC[C@@H](C)[C@H]1CC[C@H]2[C@@H]3[C@H](C=C4C[C@H](CC[C@]4(C)[C@H]3CC[C@]12C)O)O Cholest-5-ene-3β,7β-diol